C(C)(C)(C)OO.[Na] sodium tert-butyl hydroperoxide salt